C(C)OC1=NC=CC(=C1)C1=CC=C(C=C1)[C@@H](C)N1C=CC2=C(C=CC(=C12)C(=O)NC1CC2(CC(C2)C(=O)O)C1)F |o1:15| (Sa)-6-(1-((R) or (S)-1-(4-(2-ethoxypyridin-4-yl)phenyl)-ethyl)-4-fluoro-1H-indole-7-carboxamido)spiro[3.3]heptane-2-carboxylic acid